(6-((5-(difluoromethoxy)-6-methylpyridin-2-yl)methyl)-2-azaspiro[3.3]hept-2-yl)((1s,3s)-3-hydroxy-3-methylcyclobutyl)methanone FC(OC=1C=CC(=NC1C)CC1CC2(CN(C2)C(=O)C2CC(C2)(C)O)C1)F